O=C1SC(C(N1)=O)=CC1=CC=C(OC2CCN(CC2)C(=O)NC2=CC=C(C=C2)OC(F)(F)F)C=C1 4-{4-[(2,4-dioxothiazolidine-5-ylidene)methyl]phenoxy}-N-[4-(trifluoromethoxy)phenyl]piperidine-1-carboxamide